S(N)(=O)(=O)C=1C=C(C=CC1)B(O)O (3-sulfamoyl-phenyl)boronic acid